NC1=CC(=NC(=C1)C=1SC=CN1)C1=NC(=CC=C1)N1CCC(CC1)OC 4-amino-6'-(4-methoxypiperidin-1-yl)-6-(thiazol-2-yl)-[2,2'-bipyridine]